C(C)(C)(C)C1=NC(=NC=C1)S(=O)(=O)NC(=O)C1=NC2=CC=CC(=C2C=C1)N1N=CC=C1 N-((4-(tert-butyl)pyrimidin-2-yl)sulfonyl)-5-(1H-pyrazol-1-yl)quinoline-2-carboxamide